(E)-N1-(1-cyclopentylpiperidin-4-yl)-N8-hydroxy-2-((naphthalen-1-yloxy)methyl)-2-octenediamide C1(CCCC1)N1CCC(CC1)NC(\C(=C\CCCCC(=O)NO)\COC1=CC=CC2=CC=CC=C12)=O